ClC=1C=C(C=C(C1)C(F)F)C1(CC1)N 1-(3-chloro-5-(difluoromethyl)phenyl)cyclopropan-1-amine